N1-(3-((4-(bis(4-(trifluoromethyl)phenyl)methyl)piperazin-1-yl)methyl)-4-(trifluoromethyl)phenyl)-N1,N2,N2-trimethylethan-1,2-diamine FC(C1=CC=C(C=C1)C(N1CCN(CC1)CC=1C=C(C=CC1C(F)(F)F)N(CCN(C)C)C)C1=CC=C(C=C1)C(F)(F)F)(F)F